2-methyl-6-(7-((4S)-1-oxa-6-azaspiro[3.5]nonan-6-ylcarbonyl)-2-quinoxalinyl)-1(2H)-isoquinolinone CN1C(C2=CC=C(C=C2C=C1)C1=NC2=CC(=CC=C2N=C1)C(=O)N1C[C@@]2(CCO2)CCC1)=O